N-((3R,4S)-4-((4-(((S)-1-cyclopropyl-ethyl)amino)-2-(2,6-dichloro-3,5-dimethoxy-phenyl)pyrido[3,4-d]pyrimidin-6-yl)amino)tetrahydrofuran-3-yl)acrylamide C1(CC1)[C@H](C)NC=1C2=C(N=C(N1)C1=C(C(=CC(=C1Cl)OC)OC)Cl)C=NC(=C2)N[C@H]2[C@H](COC2)NC(C=C)=O